C(C(C)C)N1[C@H](CN(C[C@@H]1C)CC1=CC=2N(C=C1)N=CC2N2C(NC(CC2)=O)=O)C 1-(5-(((3S,5S)-4-isobutyl-3,5-dimethylpiperazin-1-yl)methyl)pyrazolo[1,5-a]pyridin-3-yl)dihydropyrimidine-2,4(1H,3H)-dione